2-[5-(Aminomethyl)-3,3-difluoro-1-piperidinyl]-N-(5-cyclopropyl-1H-pyrazol-3-yl)pyrimidin-4-amine NCC1CC(CN(C1)C1=NC=CC(=N1)NC1=NNC(=C1)C1CC1)(F)F